CC1OC2=C(N(C1)C(=O)C1=CC(=NC=C1)N1N=CN=C1)C=CC(=C2)C (2,3-dihydro-2,7-dimethyl-4H-1,4-benzoxazin-4-yl)[2-(1H-1,2,4-triazol-1-yl)-4-pyridinyl]-methanone